ClC1=C(C=CC=C1C1=C(C(=NC=C1)C=1C=NC(=C(C1)OC)CN1CC2(C1)CNC(C2)=O)Cl)C2=CC(=C(C=C2)CN2CC1(C2)CNC(C1)=O)OC 2-((2'-chloro-3'-(3-chloro-5'-methoxy-6'-((7-oxo-2,6-diazaspiro[3.4]octan-2-yl)methyl)-[2,3'-bipyridin]-4-yl)-3-methoxy-[1,1'-biphenyl]-4-yl)methyl)-2,6-diazaspiro[3.4]octan-7-one